[K+].[K+].OC1=CC=C(C(=O)[O-])C=C1.OC1=CC=C(C(=O)[O-])C=C1 p-hydroxybenzoic acid dipotassium salt